(1S,2S)-2-fluoro-N-(3-(7-methoxyimidazo[1,2-a]pyridin-6-yl)-1H-pyrrolo[2,3-b]pyridin-6-yl)cyclopropane-1-carboxamide F[C@@H]1[C@@H](C1)C(=O)NC1=CC=C2C(=N1)NC=C2C=2C(=CC=1N(C2)C=CN1)OC